3-(4-chloro-3-fluorophenyl)-1,2,3-oxadiazol-3-ium ClC1=C(C=C(C=C1)[N+]1=NOC=C1)F